2,3-dihydropyridone N=1C(CC=CC1)=O